COC1=CC(=NC=C1)NC1=NC=CC(=N1)N1C=C(C2=CC=CC=C12)C(=O)N 1-[2-(4-methoxy-pyridin-2-ylamino)-pyrimidin-4-yl]-1H-indole-3-carboxamide